ClC=1C=CC(=C(C1)C1=NNC=C1C=1N=C2C=C(C=NC2=CC1)N1C[C@@H](N(CC1)C)C(=O)NC)F |r| rac-(2R)-4-[6-[3-(5-chloro-2-fluoro-phenyl)-1H-pyrazol-4-yl]-1,5-naphthyridin-3-yl]-N,1-dimethyl-piperazine-2-carboxamide